tert-butyl 2-{[3-fluoro-4-(methylcarbamoyl)phenyl]amino}-5H,6H,7H,8H-pyrido[3,4-d]pyrimidine-7-carboxylate FC=1C=C(C=CC1C(NC)=O)NC=1N=CC2=C(N1)CN(CC2)C(=O)OC(C)(C)C